CN1N=C2C(=N1)C=CC(=C2)B2OC(C(O2)(C)C)(C)C 2-methyl-5-(4,4,5,5-tetramethyl-1,3,2-dioxaborolan-2-yl)-2H-benzo[d][1,2,3]Triazole